OP(O)OP(O)O.C(C)(C)(C)C1=C(C(=CC(=C1)C)C(C)(C)C)C(O)(C(CO)(CO)CO)C1=C(C=C(C=C1C(C)(C)C)C)C(C)(C)C bis(2,6-di-tertiarybutyl-4-methylphenyl)pentaerythritol diphosphite